(2R,3R,4S,5R)-2-(6-hydrazineylidene-3,6-dihydro-9H-purin-9-yl)-5-((R)-1-hydroxybut-2-yn-1-yl)tetrahydrofuran-3,4-diol N(N)=C1C=2N=CN(C2NC=N1)[C@@H]1O[C@@H]([C@H]([C@H]1O)O)[C@@H](C#CC)O